C(C)C(COC(C)=O)CCCC.C(C)(=O)NNC1=CC=C(C=C1)C 1-acetyl-2-(p-tolyl)hydrazine 2-Ethylhexyl-acetate